C([O-])(=O)Br.C([O-])(=O)Br.C([O-])(=O)Br.[Bi+3] bismuth tribromocarbonate